NCC1=CC=C2CN(C(C2=C1O)=O)C1C(NC(CC1)=O)=O 3-(6-(aminomethyl)-7-hydroxy-1-oxoisoindolin-2-yl)piperidine-2,6-dione